F[C@@H]1[C@@H](C1)C(=O)NC=1SC2=C(N1)C=CC(=C2)C2=C(C=CC(=C2)C2=CN(C=C2)[Si](C(C)C)(C(C)C)C(C)C)C (1S,2S)-2-fluoro-N-(6-(2-methyl-5-(1-(triisopropylsilyl)-1H-pyrrol-3-yl)phenyl)benzo[d]thiazol-2-yl)cyclopropane-1-carboxamide